ONC(=O)C1=CC=C2C=NN(C2=C1)CC1=CC(=CC(=C1)OC)OC 1-(3,5-dimethoxybenzyl)-1H-Indazole-6-carboxylic acid hydroxyamide